ClC1=NC(=CC(=C1)C1(CCCCC1)O)N1[C@@H](COCC1)C (R)-1-(2-chloro-6-(3-methylmorpholino)pyridin-4-yl)cyclohexan-1-ol